2'-chloro-6'-(tetrahydrofuran-3-yl)-2,3,5,6-tetrahydrospiro[pyran-4,5'-pyrrolo[3,4-b]pyridin]-7'(6'H)-one ClC1=CC=C2C(=N1)C(N(C21CCOCC1)C1COCC1)=O